9,9'-(3,5-bis(4-(3-phenyl-9H-carbazol-9-yl)phenyl)-4-(2-(pyridin-2-yl)phenyl)pyridine-2,6-diyl)bis(9H-carbazole-3,6-dicarbonitrile) C1(=CC=CC=C1)C=1C=CC=2N(C3=CC=CC=C3C2C1)C1=CC=C(C=C1)C=1C(=NC(=C(C1C1=C(C=CC=C1)C1=NC=CC=C1)C1=CC=C(C=C1)N1C2=CC=CC=C2C=2C=C(C=CC12)C1=CC=CC=C1)N1C2=CC=C(C=C2C=2C=C(C=CC12)C#N)C#N)N1C2=CC=C(C=C2C=2C=C(C=CC12)C#N)C#N